2-Furyl-[3-[2-(m-tolyl)ethynyl]-6,8-dihydro-5H-[1,2,4]triazolo[4,3-a]pyrazin-7-yl]methanone O1C(=CC=C1)C(=O)N1CC=2N(CC1)C(=NN2)C#CC=2C=C(C=CC2)C